tert-butyl 3-[[5-(difluoromethoxy)-3-pyridyl]carbamoyl]-5,7-dihydro-4H-thieno[2,3-c]pyridine-6-carboxylate FC(OC=1C=C(C=NC1)NC(=O)C1=CSC=2CN(CCC21)C(=O)OC(C)(C)C)F